ClC1=C(C(=CC(=C1)C1=CNC=2N=CN=C(C21)C=2C=NN(C2)C2CCNCC2)Cl)O 2,6-dichloro-4-(4-(1-(piperidin-4-yl)-1H-pyrazol-4-yl)-7H-pyrrolo[2,3-d]pyrimidin-5-yl)phenol